9-(1-bromoethyl)-2,7-dimethyl-4H-pyrido[1,2-a]pyrimidin-4-one BrC(C)C1=CC(=CN2C1=NC(=CC2=O)C)C